phenylselanyl-pyrrolidin C1(=CC=CC=C1)[Se]N1CCCC1